ClC=1C=C(C#N)C=CC1S(=O)(=O)N1C[C@]([C@H](C1)S(=O)(=O)C1=CC=C(C=C1)CC)(CO)O 3-chloro-4-(((3R,4S)-4-((4-ethylphenyl)sulfonyl)-3-hydroxy-3-(hydroxymethyl)pyrrolidin-1-yl)sulfonyl)benzonitrile